Bis[2,4-bis(1-phenylisopropyl)phenyl]pentaerythritol diphosphite OP(O)OP(O)O.C1(=CC=CC=C1)C(C)(C)C1=C(C=CC(=C1)C(C)(C)C1=CC=CC=C1)C(O)(C(CO)(CO)CO)C1=C(C=C(C=C1)C(C)(C)C1=CC=CC=C1)C(C)(C)C1=CC=CC=C1